tris(2-methoxyphenyl)ethyl-tetraphenylphosphonium borate B([O-])([O-])[O-].COC1=C(C=CC=C1)C(CC1=C(C=CC=C1)[P+](C1=CC=CC=C1)(C1=CC=CC=C1)C1=CC=CC=C1)(C1=C(C=CC=C1)OC)C1=C(C=CC=C1)OC.COC1=C(C=CC=C1)C(CC1=C(C=CC=C1)[P+](C1=CC=CC=C1)(C1=CC=CC=C1)C1=CC=CC=C1)(C1=C(C=CC=C1)OC)C1=C(C=CC=C1)OC.COC1=C(C=CC=C1)C(CC1=C(C=CC=C1)[P+](C1=CC=CC=C1)(C1=CC=CC=C1)C1=CC=CC=C1)(C1=C(C=CC=C1)OC)C1=C(C=CC=C1)OC